N1=CN=C2N=CNC2=C1N.[K] potassium adenine